[2'-cyclobutyl-3'-fluoro-6-({(1S,3r)-3-[(1,4,4-trimethyl-L-prolyl)amino]cyclobutyl}methoxy)[1,1'-biphenyl]-3-yl]acetic acid C1(CCC1)C1=C(C=CC=C1F)C1=CC(=CC=C1OCC1CC(C1)NC([C@H]1N(CC(C1)(C)C)C)=O)CC(=O)O